tert-Butyl N-[3-[1-(5-cyano-2-pyridyl)-2,3,3a,5,6,6a-hexahydropyrrolo[3,2-b]pyrrol-4-yl]-3-oxo-propyl]-N-methyl-carbamate C(#N)C=1C=CC(=NC1)N1C2C(CC1)N(CC2)C(CCN(C(OC(C)(C)C)=O)C)=O